NC(C(=O)NCC=1C=C(OCCC2CN(CCC2)C(CCC(=O)OCC)=O)C=CC1C)C=1C=NN(C1)C ethyl 4-(3-(2-(3-((2-amino-2-(1-methyl-1H-pyrazol-4-yl)acetamido)methyl)-4-methylphenoxy) ethyl)piperidin-1-yl)-4-oxobutanoate